(2R)-5-{4-[2-(2-ethoxyethoxy)ethoxy]phenyl}-2-[(methylsulfonyl)oxy]pentanoic acid methyl ester COC([C@@H](CCCC1=CC=C(C=C1)OCCOCCOCC)OS(=O)(=O)C)=O